N1(CCCCCC1)S(=O)(=O)C=1C=C(C=CC1C)NC(C(CC)N1N=CC(=C(C1=O)Cl)Cl)=O N-(3-(azepan-1-ylsulfonyl)-4-methylphenyl)-2-(4,5-dichloro-6-oxopyridazin-1(6H)-yl)butanamide